C(C)(C)(C)OC(=O)N1C=CC2=C(C(=CC(=C12)C)OC)CN1[C@@H](CC(CC1)C1=NC=CC=C1)C1=CC=C(C=C1)C(=O)OC 5-methoxy-4-(((2S)-2-(4-(methoxycarbonyl)phenyl)-4-(pyridin-2-yl)piperidin-1-yl)methyl)-7-methyl-1H-indole-1-carboxylic acid tert-butyl ester